BrC1=CC(N(C=C1OC)C(C(=O)OC(C)(C)C)CC1OCCOC1)=O tert-Butyl 2-(4-bromo-5-methoxy-2-oxopyridin-1(2H)-yl)-3-(1,4-dioxan-2-yl)propanoate